2'-(pyrrole-1-sulfonyl)-[1,1'-biphenyl]-2-ol N1(C=CC=C1)S(=O)(=O)C1=C(C=CC=C1)C=1C(=CC=CC1)O